C1OC=2C=C[Se]C2OC1 4-ethylenedioxyselenophene